CC(C(=O)OCCCC1=CC(=C(C(=C1)N1N=C2C(=N1)C=CC(=C2)Cl)O)C(C)(C)C)=C 2-Methylacrylic acid, 3-[3-tert-butyl-5-(5-chlorobenzotriazol-2-yl)-4-hydroxyphenyl]-propyl ester